NCCS(=O)(=O)OC(N)=N Guanyl taurate